2-{[{[(carboxymethyl)(methyl)amino](amino)methylidene}amino]sulfanyl}acetic acid C(=O)(O)CN(C)C(N)=NSCC(=O)O